3-Carboxy-6-methyl-2-oxo-2H-[1,4'-bipyridine] 1'-oxide C(=O)(O)C=1C(N(C(=CC1)C)C1=CC=[N+](C=C1)[O-])=O